CN1C[C@@H](CC1)NC1=C(C=NC2=CC=C(C=C12)C#N)[N+](=O)[O-] 4-{[(3R)-1-methylpyrrolidin-3-yl]amino}-3-nitroquinoline-6-carbonitrile